4-((2-(4-chlorophenyl)-4,4-dimethylcyclohex-1-enyl)methyl)piperazin ClC1=CC=C(C=C1)C1=C(CCC(C1)(C)C)CN1CCNCC1